N1=C(C=CC=C1)C1(CC1)N 1-(pyridin-2-yl)cyclopropan-1-amine